Ethane-1,2-diyl-bis(8-{[(2,5-dimethylphenyl)acetyl] amino}-1,4-dioxaspiro[4.5]decane-8-carboxylate) C(CC1OC2(OC1)CCC(CC2)(C(=O)[O-])NC(CC2=C(C=CC(=C2)C)C)=O)C2OC1(OC2)CCC(CC1)(C(=O)[O-])NC(CC1=C(C=CC(=C1)C)C)=O